N1=C(C(=CC=C1)CNC1=C2N=CN(C2=NC(=N1)N1CCC(CC1)N)C(C)C)C=1C=NC=CC1 N-([2,3'-bipyridin]-3-ylmethyl)-2-(4-aminopiperidin-1-yl)-9-isopropyl-9H-purin-6-amine